CC1=C(C(=O)NC(=O)N1)/C=C/C(=O)C The molecule is a nucleobase analogue that is uracil substituted with a methyl group at position 6 and a (1E)-3-oxobut-1-en-1-yl group at position 5; one of 20 modifications to the potent microbial riboflavin-based metabolite antigen 5-(2-oxopropylideneamino)-6-D-ribityl aminouracil (5-OP-RU), an activator of mucosal-associated invariant T (MAIT) cells when presented by the MR1 protein (reported in MED:32123373). It has a role as an epitope. It is a nucleobase analogue and a pyrimidone. It derives from a uracil.